ethyl 1-(2,4-dimethoxybenzyl)-6-(((trifluoromethyl) sulfonyl) oxy)-1H-pyrazolo[3,4-b]pyridine-4-carboxylate COC1=C(CN2N=CC3=C2N=C(C=C3C(=O)OCC)OS(=O)(=O)C(F)(F)F)C=CC(=C1)OC